FCCCN1CC(C1)NC=1C=NC=NC1 N-(1-(3-fluoropropyl)azetidin-3-yl)pyrimidin-5-amine